4-methyl-1-(1H-pyrazolo[4,3-b]pyridin-6-yl)piperidin-4-amine CC1(CCN(CC1)C=1C=C2C(=NC1)C=NN2)N